Br\C(=C/C=O)\C1=CC=C(C=C1)Cl (Z)-3-bromo-3-(4-chlorophenyl)acrolein